COC=1C=C(OCCCN2CCCC2)C=CC1[N+](=O)[O-] 1-(3-(3-methoxy-4-nitrophenoxy)propyl)pyrrolidine